2-methyl-2-(6-methyl-1H-pyrrolo[2,3-b]pyridin-1-yl)propanoic acid CC(C(=O)O)(C)N1C=CC=2C1=NC(=CC2)C